(R)-3-((1-oxo-1,3-dihydroisobenzofuran-5-yl)oxy)azepan-1-carboxylic acid tert-butyl ester C(C)(C)(C)OC(=O)N1C[C@@H](CCCC1)OC=1C=C2COC(C2=CC1)=O